4-((thiazol-4-ylmethyl)amino)cyclobut-3-ene-1,2-dione S1C=NC(=C1)CNC1=CC(C1=O)=O